C1=NC=CC2=CC(=CC=C12)CNC(=O)C=1C=NNC1 N-((ISOQUINOLIN-6-YL)METHYL)-1H-PYRAZOLE-4-CARBOXAMID